N[C@H](C(=O)O)CC=1C=NC(=CC1)N(C)C (S)-2-amino-3-(6-(dimethylamino)pyridin-3-yl)propionic acid